CC=1NC=2N(C(C1)=O)N=CC2 5-methylpyrazolo[1,5-a]pyrimidin-7(4H)-one